FC1(CCC(CC1)NC(=O)C=1N=C(SC1)C=1C=NN(C1)C)F N-(4,4-difluorocyclohexyl)-2-(1-methyl-1H-pyrazol-4-yl)thiazole-4-carboxamide